methyl 2-((2-amino-4-bromo-3-fluorophenyl) amino)-3-fluorobutyrate NC1=C(C=CC(=C1F)Br)NC(C(=O)OC)C(C)F